4-[2-(1-methylpyrazol-4-yl)-5-[3-(m-tolyl)pyrazol-1-yl]pyrazolo[1,5-a]pyrimidin-7-yl]morpholine CN1N=CC(=C1)C1=NN2C(N=C(C=C2N2CCOCC2)N2N=C(C=C2)C=2C=C(C=CC2)C)=C1